The molecule is a long-chain alkane that is heptadecane substituted by methyl groups at positions 2, 6, 10 and 15. Metabolite observed in cancer metabolism. It has a role as a human metabolite. It derives from a hydride of a heptadecane. CCC(C)CCCCC(C)CCCC(C)CCCC(C)C